C(C)C(C(=O)O[C@@H](C)[C@H]1N(C[C@@H](C1)F)C)[C@@H](C=1C=C(C=C(C1F)C(F)(F)F)C1=C(C=CC=C1C)O)N (1S)-1-[(2S,4R)-4-fluoro-1-methylpyrrolidin-2-yl]ethanol ethyl-(3S)-3-amino-3-[4-fluoro-2'-hydroxy-6'-methyl-5-(trifluoromethyl)-[1,1'-biphenyl]-3-yl]propanoate